1,2-bis(ethynyldimethylsilyl)ethylene C(#C)[Si](C=C[Si](C)(C)C#C)(C)C